5-((1S,2S)-2-fluorocyclopropyl)-1,3,4-thiadiazol-2-amine F[C@@H]1[C@H](C1)C1=NN=C(S1)N